(1-(tert-Butyl)-4-(6-(6-(difluoromethyl)imidazo[1,2-b]pyridazin-3-yl)pyrimidin-4-yl)-3-methylpiperazin-2-yl)methanol C(C)(C)(C)N1C(C(N(CC1)C1=NC=NC(=C1)C1=CN=C2N1N=C(C=C2)C(F)F)C)CO